(Z)-1-Methyl-N'-(3-(3-(3-(pentafluorosulfaneyl)-5-(trifluoromethyl)phenyl)-1H-1,2,4-triazol-1-yl)acryloyl)cyclopropane-1-carbohydrazide CC1(CC1)C(=O)NNC(\C=C/N1N=C(N=C1)C1=CC(=CC(=C1)C(F)(F)F)S(F)(F)(F)(F)F)=O